[Cl-].[Cl-].C1(=CC=CC=C1)C(C1=CC=CC=C1)=[Zr+2](C1C=CC2=CC=CC=C12)C1C=CC2=CC=CC=C12 diphenylmethylene-bis(1-indenyl)zirconium dichloride